4-(3,3-dibutyl-8-hydroxy-7-(methylthio)-1,1-dioxido-3,4-dihydro-1,5-benzothiazepine-5(2H)-yl)benzonitrile C(CCC)C1(CS(C2=C(N(C1)C1=CC=C(C#N)C=C1)C=C(C(=C2)O)SC)(=O)=O)CCCC